C(C)(C)C1=C(NC2=CC=C(C=C12)C(C(=O)N1CC2(CCNC2)CCC1)(C)C)C1=CC(=NC=C1)C 2-(3-isopropyl-2-(2-methylpyridin-4-yl)-1H-indol-5-yl)-2-methyl-1-(2,7-diazaspiro[4.5]decan-7-yl)propan-1-one